ClC1=CC(=C(C(=C1)F)CO)F (4-chloro-2,6-difluorophenyl)methanol